3-oxopropanenitrile hydrochloride Cl.O=CCC#N